CC(CNC(COCCOCCOCC(=O)[O-])=O)(C)C 14,14-dimethyl-11-oxo-3,6,9-trioxa-12-azapentadecan-1-oate